C(CCCCCCCCCCC)C=1C(N=CC=CC1)=O n-dodecylazepin-2-one